1-(3-((4-((4-ethylpiperazin-1-yl)methyl)-6-((5-methylthiazol-2-yl)amino)pyridin-2-yl)amino)piperidin-1-yl)prop-2-en-1-one C(C)N1CCN(CC1)CC1=CC(=NC(=C1)NC=1SC(=CN1)C)NC1CN(CCC1)C(C=C)=O